N-[[5-[5-(difluoromethyl)-1,3,4-oxadiazol-2-yl]thiazol-2-yl]methyl]ethanesulfonamide FC(C1=NN=C(O1)C1=CN=C(S1)CNS(=O)(=O)CC)F